C(C1=CC=CC=C1)OC1=CC(=CC(=C1)I)Cl 1-benzyloxy-3-chloro-5-iodo-benzene